6-iodo-7-isopropoxy-2-(1-(methoxymethyl)-2-oxabicyclo[2.2.1]heptan-4-yl)imidazo[1,2-a]pyrimidine IC=1C(=NC=2N(C1)C=C(N2)C21COC(CC2)(C1)COC)OC(C)C